N-(1-cyclobutyl-6-(2-hydroxypropan-2-yl)-1H-benzo[d]imidazol-2-yl)-4-fluoro-3-(fluoromethyl)-3-methylbutanamide C1(CCC1)N1C(=NC2=C1C=C(C=C2)C(C)(C)O)NC(CC(CF)(C)CF)=O